COC1=CC2=C(N(C(O2)=O)CCNC(\C=C\C2=C(C=CC=C2)OC)=O)C=C1 (E)-N-(2-(6-methoxy-2-oxo-2,3-dihydro-1,3-benzooxazol-3-yl)ethyl)-3-(2-methoxyphenyl)acrylamide